COC1=C(C=C(C(=C1)C(F)(F)F)OC)CC(C)N 1-(2,5-Dimethoxy-4-(Trifluoromethyl)Phenyl)-2-Aminopropane